C(C)(C)(C)C1=CC(=NC=C1)C=1NC2=C(C(=C(C=C2C1)SC(C(=O)O)(C)C)F)F 2-((2-(4-(tert-Butyl)pyridin-2-yl)-6,7-difluoro-1H-indol-5-yl)thio)-2-methylpropanoic acid